(R)-2,2,2-trifluoro-1-(5,6,7,8-tetrahydro-1,5-naphthyridin-2-yl)ethanamine dihydrochloride Cl.Cl.FC([C@H](N)C1=NC=2CCCNC2C=C1)(F)F